NC1=CC(=C(C=N1)C=1C=C(C=C(C1)N1CCOCC1)S(=O)(=O)C1=CC=C(C#N)C=C1)C(F)(F)F 4-((3-(6-amino-4-(trifluoromethyl)pyridin-3-yl)-5-morpholinophenyl)sulfonyl)benzonitrile